C1(CC1)N1N=CC2=CC(=CC=C12)N1CC(CC1)O 1-cyclopropyl-5-(3-hydroxypyrrolidin-1-yl)-1H-indazol